The molecule is a 2,3-trans-enoyl(4-) obtained by deprotonation of the phosphate and diphosphate OH groups of (2E,13Z,16Z,19Z,22Z)-octacosapentaenoyl-CoA; major species at pH 7.3. It is a conjugate base of a (2E,13Z,16Z,19Z,22Z)-octacosapentaenoyl-CoA. CCCCC/C=C\\C/C=C\\C/C=C\\C/C=C\\CCCCCCCCC/C=C/C(=O)SCCNC(=O)CCNC(=O)[C@@H](C(C)(C)COP(=O)([O-])OP(=O)([O-])OC[C@@H]1[C@H]([C@H]([C@@H](O1)N2C=NC3=C(N=CN=C32)N)O)OP(=O)([O-])[O-])O